1-methoxy-1-(trimethylsiloxy)-2-methyl-1-propene COC(=C(C)C)O[Si](C)(C)C